N-(1-(10H-phenothiazin-10-yl)propan-2-yl)-N,N-dimethyltetradecan-1-aminium bromide [Br-].C1=CC=CC=2SC3=CC=CC=C3N(C12)CC(C)[N+](CCCCCCCCCCCCCC)(C)C